N-(4-acetyl-5-fluoro-6-((4-methoxybenzyl)amino)pyridin-3-yl)-6-(trifluoromethyl)methylpyridine C(C)(=O)C1=C(C=NC(=C1F)NCC1=CC=C(C=C1)OC)N1C(C=CC=C1C(F)(F)F)C